C1(=CC=CC=C1)CC(=O)NC1=CC=C(C=C1)NC1=NC=NC2=CC=CC=C12 2-phenyl-N-(4-(quinazolin-4-ylamino)phenyl)acetamide